n-HEXYL METHACRYLATE CCCCCCOC(=O)C(=C)C